C1(CCCCC1)C[C@H](C(=O)N1CC2(CCCC2)C(CC1)(O)CN1C=C(C(=CC1=O)C1=CSC=C1)C(=O)N(C)C)C 1-((7-((R)-3-cyclohexyl-2-methylpropanoyl)-10-hydroxy-7-azaspiro[4.5]decan-10-yl)methyl)-N,N-dimethyl-6-oxo-4-(thiophen-3-yl)-1,6-dihydropyridine-3-carboxamide